ClC=1C=C2C=C(NC2=CC1OCC1=CC(=NO1)C)CNC([C@H](C)C1COC1)=O (R)-N-((5-chloro-6-((3-methylisoxazol-5-yl)methoxy)-1H-indol-2-yl)methyl)-2-(oxetan-3-yl)propanamide